NC1=CC=C(N=N1)CC1C(NCCC1)=O 3-((6-aminopyridazin-3-yl)methyl)piperidin-2-one